C(C)C(CC=1C(=C(C=CC1)C(N(CCCCCC)CCCCCC)P(O)(O)=O)CC(CCCC)CC)CCCC.C(=O)(O)C1=CC(=CC(=C1)C(=O)O)C(=O)O 1,3,5-tricarboxyl-benzene di(2-ethylhexyl)1-(N,N'-dihexylamino)-1-phenylmethylphosphonate